BrC=1C=C(C(=CC1)N[C@@H]1CC[C@H](CC1)OC([2H])([2H])[2H])N 4-bromo-N1-((trans)-4-(methoxy-d3)cyclohexyl)benzene-1,2-diamine